O[C@]1([C@@H](N(C1)C(=O)O[C@@H]1C[C@@H](CC1)C1=CC(=NN1)NC(CC=1C=NC(=CC1)OC)=O)C)C (1S,3R)-3-(3-{[(6-methoxypyridin-3-yl)acetyl]amino}-1H-pyrazol-5-yl)cyclopentyl (2S,3R)-3-hydroxy-2,3-dimethylazetidine-1-carboxylate